COC1=C(C=O)C(=CC(=C1)CCCCC)OC(C)(C#C)C 2-methoxy-6-((2-methylbut-3-yn-2-yl)oxy)-4-pentylbenzaldehyde